N[C@H](C(=O)N[C@@H]([C@@H]1[C@H]([C@H]([C@@H](O1)N1C(NC(C(=C1)C(=O)O)=O)=O)O)O)C(=O)O)[C@@H]([C@H](COC(N)=O)O)O 1-[(2R,3R,4S,5R)-5-[(S)-[[(2S,3S,4S)-2-amino-5-carbamoyloxy-3,4-dihydroxypentanoyl]amino]-carboxymethyl]-3,4-dihydroxyoxolan-2-yl]-2,4-dioxopyrimidine-5-carboxylic acid